N1C[C@H](CCC1)C1=CC=C(C=C1)NC(C1=CC=C(C=C1)CCC)=O |r| (RS)-N-(4-Piperidin-3-yl-phenyl)-4-propyl-benzamid